N1=CNC2=NC=CC(=C21)C=2C=NN(C2)C2=CC=C(C=N2)CNS(=O)(=O)C N-((6-(4-(3H-imidazo[4,5-b]pyridin-7-yl)-1H-pyrazol-1-yl)pyridin-3-yl)methyl)methanesulfonamide